1-(4-Methoxyphenyl)-7-oxo-6-(3-(3-oxomorpholino)-3-azabicyclo[3.1.0]hexan-6-yl)-4,5,6,7-tetrahydro-1H-pyrazolo[3,4-c]pyridine-3-carboxamide COC1=CC=C(C=C1)N1N=C(C2=C1C(N(CC2)C2C1CN(CC21)N2C(COCC2)=O)=O)C(=O)N